CC1=NNC(=C1)NC1=NC(=CC(=C1)C1(CC1)C#N)N1[C@@H](COCC1)C 1-{2-[(3-methyl-1H-pyrazol-5-yl)amino]-6-[(3R)-3-methylmorpholin-4-yl]pyridin-4-yl}cyclopropane-1-carbonitrile